COC1=C(CNC2=NC=CC=3C(=CC=CC23)C(=O)NC2=C3C=CN=C(C3=CC=C2C)NC2=CC(=CC=C2)C(F)(F)F)C=CC(=C1)OC 1-((2,4-dimethoxybenzyl)amino)-N-(6-methyl-1-((3-(trifluoromethyl)phenyl)amino)isoquinolin-5-yl)isoquinoline-5-carboxamide